C12(CC3CC(CC(C1)C3)C2)NCCCCCCCCC2=C3C(N(C(=NC3=CC=C2)CCCCCCCCNC23CC1CC(CC(C2)C1)C3)C3C(NC(CC3)=O)=O)=O 3-(5-(8-(((1s,3s)-adamantan-1-yl)amino)octyl)-2-(8-(((3s,5s,7s)-adamantan-1-yl)amino)octyl)-4-oxoquinazolin-3(4H)-yl)piperidine-2,6-dione